4-(4-chloro-3-fluorophenyl)-3-fluoro-1-(3-(pyridin-4-yl)-1H-pyrazol-5-yl)piperidin-2-one ClC1=C(C=C(C=C1)C1C(C(N(CC1)C1=CC(=NN1)C1=CC=NC=C1)=O)F)F